2-ethyl-1,7-diaminoheptane C(C)C(CN)CCCCCN